N[C@H](CC1CCN(CC1)C(=O)OCC1=CC=CC=C1)CO Benzyl (R)-4-(2-amino-3-hydroxypropyl)piperidine-1-carboxylate